C(C)(C)(C)OC(=O)N1CCC(CC1)(C(=O)O)C(C)C 1-(tert-butoxycarbonyl)-4-isopropylpiperidine-4-carboxylic acid